N-benzyl-2-(phenylethynyl)-5-(trifluoromethyl)benzamide C(C1=CC=CC=C1)NC(C1=C(C=CC(=C1)C(F)(F)F)C#CC1=CC=CC=C1)=O